6-((2,6-dimethylpyrimidin-4-yl)amino)-1-(3-methoxyphenyl)-7-methyl-1,2-dihydro-3H-pyrazolo[4,3-c]pyridin-3-one CC1=NC(=CC(=N1)NC1=C(C2=C(C=N1)C(NN2C2=CC(=CC=C2)OC)=O)C)C